3-[(2-cyano-6-methyl-4-pyridinyl)amino]-5-(methylamino)-6-(3-methylimidazo[4,5-c]pyridin-7-yl)pyrazine-2-carboxamide C(#N)C1=NC(=CC(=C1)NC=1C(=NC(=C(N1)NC)C=1C2=C(C=NC1)N(C=N2)C)C(=O)N)C